(S,E)-7-amino-3-(1-(4-(dimethylamino)but-2-enoyl)pyrrolidin-3-yl)-1-(4-(2-fluorophenoxy)phenyl)-1,5-dihydro-4H-pyrrolo[2,3-d]pyridazin-4-one NC1=NNC(C2=C1N(C=C2[C@H]2CN(CC2)C(\C=C\CN(C)C)=O)C2=CC=C(C=C2)OC2=C(C=CC=C2)F)=O